N-{1-[(3bR,4aR)-1-{2-[4-(2,3-Dimethylphenyl)piperazin-1-yl]-2-oxoethyl}-3b,4,4a,5-tetrahydro-1H-cyclopropa[3,4]cyclopenta[1,2-c]pyrazol-3-carbonyl]piperidin-4-yl}acetamid CC1=C(C=CC=C1C)N1CCN(CC1)C(CN1N=C(C2=C1C[C@@H]1[C@H]2C1)C(=O)N1CCC(CC1)NC(C)=O)=O